(S)-1-acryloyl-4-(7-chloro-6-(4-chlorophenyl)quinazolin-4-yl)piperazine-2-carbonitrile C(C=C)(=O)N1[C@@H](CN(CC1)C1=NC=NC2=CC(=C(C=C12)C1=CC=C(C=C1)Cl)Cl)C#N